C1(CC1)COC=1C=C(C(=O)N(CCCCC(=O)N2CCC(CC2)C#CC2=C3CN(C(C3=CC=C2)=O)C2C(NC(CC2)=O)=O)C2=C(C=NC=C2Cl)Cl)C=CC1OC(F)F 3-(cyclopropylmethoxy)-N-(3,5-dichloropyridin-4-yl)-4-(difluoromethoxy)-N-(5-(4-((2-(2,6-dioxopiperidin-3-yl)-1-oxoisoindolin-4-yl)ethynyl)piperidin-1-yl)-5-oxopentyl)benzamide